N(=[N+]=[N-])[C@H](C(=O)O)CC=1C=C2C=CC=NC2=CC1 (2S)-2-azido-3-(quinolin-6-yl)propanoic acid